FC=1C=C(C=NC1)C1=NC=2N(C(=C1)N[C@@H]1CCC=3NC4=CC=CC=C4C3C1)N=CC2N(C)C 5-(5-fluoro-3-pyridinyl)-N3,N3-dimethyl-N7-[(3R)-2,3,4,9-tetrahydro-1H-carbazol-3-yl]Pyrazolo[1,5-a]Pyrimidine-3,7-diamine